tetra-ethylmethylamino-zirconium C(C)[Zr](NC)(CC)(CC)CC